NC1=CC(=CC(=N1)C(=O)N(C1=CC=CC=C1)C)NC1=C(C=CC=C1)OC 6-Amino-4-((2-methoxyphenyl)amino)-N-methyl-N-phenylpyridineamide